5-(6-Aminohexylamino)-2-(2,6-dioxo-3-piperidyl)isoindoline-1,3-dione NCCCCCCNC=1C=C2C(N(C(C2=CC1)=O)C1C(NC(CC1)=O)=O)=O